C1(C=CC=C1)[Ti](C1=C(C(=CC=C1F)CCCNC(C1=CC=CC=C1)=O)F)(C1=C(C(=CC=C1F)CCCNC(C1=CC=CC=C1)=O)F)C1C=CC=C1 bis(cyclopentadienyl)-bis[2,6-difluoro-3-(3-(benzoylamino)propyl)phenyl]titanium